5,5-diallylbarbituric acid C(C=C)C1(C(NC(NC1=O)=O)=O)CC=C